ClC1=CC=2C=3C(=CC(=CC3N(C(N(C2N=C1)CC)=O)C1=C(C=C(C=C1F)NCCNC)F)C#N)F 4-chloro-10-(2,6-difluoro-4-{[2-(methylamino)ethyl]amino}phenyl)-8-ethyl-15-fluoro-9-oxo-6,8,10-triazatricyclo[9.4.0.02,7]pentadeca-1(11),2(7),3,5,12,14-hexaene-13-carbonitrile